(6S)-5-(5-chloro-1-methyl-2-oxo-1,2-dihydropyridin-3-yl)-6-(4-chlorophenyl)-2-(2,4-dimethoxypyrimidin-5-yl)-1-(prop-2-yl)-5,6-dihydropyrrolo[3,4-d]imidazol-4(1H)-one ClC=1C=C(C(N(C1)C)=O)N1[C@H](C=2N(C(=NC2C1=O)C=1C(=NC(=NC1)OC)OC)C(C)C)C1=CC=C(C=C1)Cl